2-(2-(((2-aminopyridin-4-yl)amino)methyl)-6-cyclopropylimidazo[1,2-a]pyridin-8-yl)-2-azabicyclo[2.2.1]heptan-3-one NC1=NC=CC(=C1)NCC=1N=C2N(C=C(C=C2N2C3CCC(C2=O)C3)C3CC3)C1